FC(C1=CC=C2C=CN(C2=C1)C1=NC=C(C(=N1)OC)OCCF)F 6-(difluoromethyl)-N-[5-(2-fluoroethoxy)-4-methoxy-pyrimidin-2-yl]-1H-indole